N-[[2-[(cyclobutylmethylamino)methyl]-1H-indol-6-yl]methyl]-1H-pyrrolo[2,3-b]pyridine-5-carboxamide C1(CCC1)CNCC=1NC2=CC(=CC=C2C1)CNC(=O)C=1C=C2C(=NC1)NC=C2